FC(C=1C(=C(C=CC1)[C@@H](C)NC1=C2C(=C(N=N1)C)C(=NC(=C2)N2CCS(CC2)(=O)=O)OCCCCCC=O)F)(C2CCNCC2)F (R)-6-((1-((1-(3-(difluoro(piperidin-4-yl)methyl)-2-fluorophenyl)ethyl)amino)-7-(1,1-dioxidothiomorpholino)-4-methylpyrido[3,4-d]pyridazin-5-yl)oxy)hexanal